COC(=O)C1=CN(C(C=C1O)=O)[C@H]1[C@@H](COCC1)F 1-((3S,4R)-3-fluorotetrahydro-2H-pyran-4-yl)-4-hydroxy-6-oxo-1,6-dihydropyridine-3-carboxylic acid methyl ester